Cl.ClC1=NC(=C2C(=N1)NN=C2C)O[C@H]2[C@H](CNCC2)F (3S,4R)-4-({6-chloro-3-methyl-1H-pyrazolo[3,4-d]pyrimidin-4-yl}oxy)-3-fluoropiperidine hydrochloride